methyl 2-((2-(3,6-dimethyl-2-morpholino-4-oxo-3,4-dihydroquinazolin-8-yl)propan-2-yl)amino)-5-fluorobenzoate CN1C(=NC2=C(C=C(C=C2C1=O)C)C(C)(C)NC1=C(C(=O)OC)C=C(C=C1)F)N1CCOCC1